6-methoxy-1-phenyl-1,2-dihydro-(4H)-3,1-benzoxazine COC=1C=CC2=C(COCN2C2=CC=CC=C2)C1